3-(pyridin-4-yl)-1,2,4-thiadiazol-5(4H)-one N1=CC=C(C=C1)C1=NSC(N1)=O